C(C1=CC=CC=C1)(=O)N1[C@H](CN(CC1)C(=O)C1=NN2C(N=CC=C2C2=CC(=C(C=C2)OC)OC)=C1)CCC (S)-(4-benzoyl-3-propylpiperazin-1-yl)(7-(3,4-dimethoxyphenyl)pyrazolo[1,5-a]pyrimidin-2-yl)methanone